COC=1C(=CC2=C([C@@H]3CC4=C(CN3CC2)C(=C(C=C4)C(N)=O)OC)C1)OC (S)-2,3,9-trimethoxy-10-carbamoyl-6,8,13,13a-tetrahydro-5H-dibenzo[a,g]quinolizine